C(C)(C)N1CCN(CC1)C1CCC(NC1)NC=1N=CC2=C(N1)N1C(=C2)C(NCC12CCCCC2)=O ((5-(4-isopropylpiperazin-1-yl)piperidin-2-yl)amino)-7',8'-dihydro-6'H-spiro[cyclohexane-1,9'-pyrazino[1',2':1,5]pyrrolo[2,3-d]pyrimidin]-6'-one